chlorine [2-(dicyclohexylphosphino)-3,6-dimethoxy-2',4',6'-triisopropyl-1,1'-biphenyl] C1(CCCCC1)P(C1=C(C(=CC=C1OC)OC)C1=C(C=C(C=C1C(C)C)C(C)C)C(C)C)C1CCCCC1.[Cl]